ClC1=CC2=C(SC3=C2C=CC=C3)C=C1 2-Chlorodibenzo[b,d]thiophene